N-[4-methoxy-3-(4-methylpiperazin-1-yl)phenyl]-1,2-dihydro-3H-benzo[e]indole-3-carboxamide COC1=C(C=C(C=C1)NC(=O)N1CCC=2C3=C(C=CC12)C=CC=C3)N3CCN(CC3)C